4-(butan-1-yl)-4'-methyl-2,2'-bipyridine C(CCC)C1=CC(=NC=C1)C1=NC=CC(=C1)C